3-methyl-5-[(1R)-2,2,3-trimethylcyclopentyl]-2-pentanone CC(C(C)=O)CC[C@@H]1C(C(CC1)C)(C)C